COC=1SC(=CN1)B1OC(C(O1)(C)C)(C)C 2-methoxy-5-(tetramethyl-1,3,2-dioxaborolan-2-yl)-1,3-thiazole